NCCCCC(NC(CCOCCOCCOCCNC(OCC1C2=CC=CC=C2C=2C=CC=CC12)=O)=O)C(NC(C)CCCCNC(CCCC1=CC=C(C=C1)CC(C)C)=O)=O 18-(4-aminobutyl)-1-(9H-fluoren-9-yl)-21-(4-(4-(4-isobutylphenyl)butanamido)butyl)-3,16,19-trioxo-2,7,10,13-tetraoxa-4,17,20-triazadocosan